6'-chloro-1'-(6-(3-methoxyoxetan-3-yl)pyridin-2-yl)-1',2'-dihydrospiro[cyclopropane-1,3'-pyrrolo[3,2-c]pyridine] ClC1=CC2=C(C=N1)C1(CN2C2=NC(=CC=C2)C2(COC2)OC)CC1